FC(S(=O)(=O)OC[C@@H]1CN(CCO1)C(=O)OC(C)(C)C)(F)F tert-butyl (S)-2-((((trifluoromethyl)sulfonyl)oxy)methyl)morpholine-4-carboxylate